ClC=1C(=NC(=NC1)N1CC(CCC1)C1=CC=CC=C1)NC1=CC2=C(N(C(N2CCC(C)(C)O)=O)C)C=C1 5-((5-chloro-2-(3-phenylpiperidin-1-yl)pyrimidin-4-yl)amino)-3-(3-hydroxy-3-methylbutyl)-1-methyl-1,3-dihydro-2H-benzo[d]imidazol-2-one